CN([C@@H](CC1=C(C(=C(C(=O)NC)C=C1)F)C)CNC(C[C@@H](C1(CC1)C(F)(F)F)C=1C=NC(=CC1)C)=O)C 4-((S)-2-(dimethylamino)-3-((R)-3-(6-methylpyridin-3-yl)-3-(1-(trifluoromethyl)cyclopropyl)propanamido)propyl)-2-fluoro-N,3-dimethylbenzamide